methyl 3-chloro-6-((4-fluoro-2-meth-ylphenyl)-amino)-2-meth-ylbenzoate ClC=1C(=C(C(=O)OC)C(=CC1)NC1=C(C=C(C=C1)F)C)C